C(#N)C(C(=O)O)=CC=1C=CC=2N(C3=CC=C(C=C3C2C1)C=CC1=CC=C(C=C1)C1=CC=C(C=C1)N(C1=CC=CC=C1)C1=CC=CC=C1)CCCCCC 2-cyano-3-(6-(2-(4'-(diphenylamino)-[1,1'-biphenyl]-4-yl)vinyl)9-hexyl-9H-carbazol-3-yl)acrylic acid